FC1=CC=C(C=C1)[C@H](C1CCOCC1)N1C(C2=CC=C(C=C2C1)C(=O)N)=O ((S)-(4-fluorophenyl)(tetrahydro-2H-pyran-4-yl)methyl)-1-oxoisoindoline-5-carboxamide